((4-((4-(5-(4-nitrophenyl)-1,3,4-oxadiazol-2-yl)phenyl)diazenyl) phenyl)azanediyl)bis(ethane-2,1-diyl) diacetate C(C)(=O)OCCN(CCOC(C)=O)C1=CC=C(C=C1)N=NC1=CC=C(C=C1)C=1OC(=NN1)C1=CC=C(C=C1)[N+](=O)[O-]